tin-nickel-gold-tin [Sn].[Au].[Ni].[Sn]